ClC1=NC=CC=C1N1CC(N(CC1)C1CC1)=O 4-(2-chloropyridin-3-yl)-1-cyclopropylpiperazin-2-one